ClC=1C=NN(C1C(=O)NC1=C(C=C(C=C1F)C#CC1=CC=CC=C1)F)CC1(CC1)C#N 4-chloro-1-((1-cyanocyclopropyl)methyl)-N-(2,6-difluoro-4-(phenylethynyl)phenyl)-1H-pyrazole-5-carboxamide